C(C)(C)(C)OC(NS(=O)(=O)C1=C(C=CC(=C1)C1CC1)OC)=O.ClP(C)Cl dichloro(methyl)phosphine tert-butyl-((5-cyclopropyl-2-methoxyphenyl)sulfonyl)carbamate